(1R,2R)-2-(phenethylamino)cycloheptan-1-ol C(CC1=CC=CC=C1)N[C@H]1[C@@H](CCCCC1)O